N-(4-(benzofuran-2-yl)phenyl)-2-(3-methoxyphenyl)acetamide O1C(=CC2=C1C=CC=C2)C2=CC=C(C=C2)NC(CC2=CC(=CC=C2)OC)=O